(1-isopropyl-1H-imidazol-4-yl)[(1R,5S,6r)-6-(5-methyl-4-phenyl-1,2-oxazol-3-yl)-3-Azabicyclo[3.1.0]Hex-3-yl]Ketone C(C)(C)N1C=NC(=C1)C(=O)N1C[C@H]2C([C@H]2C1)C1=NOC(=C1C1=CC=CC=C1)C